C(C)(C)(C)OC(=O)N1CCN(CC1)C1=C(C=NC=C1)/N=C/C=1C=C2N=CC=NC2=CC1.N1(C=NC=C1)C1CCNCC1 4-(1H-imidazol-1-yl)piperidine tert-butyl-(E)-4-(3-((quinoxalin-6-ylmethylene)amino)pyridin-4-yl)piperazine-1-carboxylate